COC1=NC=CC(=N1)C(=O)NC=1SC2=C(N1)C=CC(=C2)C(=O)O 2-(2-methoxypyrimidine-4-carboxamido)benzo[d]thiazole-6-carboxylic acid